(S)-6-(5-amino-3-(4-methylpiperazin-1-yl)-5,7-dihydrospiro[cyclopenta[b]pyridine-6,4'-piperidin]-1'-yl)-1-methyl-3-(naphthalen-1-ylthio)pyridin-2(1H)-one N[C@@H]1C=2C(=NC=C(C2)N2CCN(CC2)C)CC12CCN(CC2)C2=CC=C(C(N2C)=O)SC2=CC=CC1=CC=CC=C21